FC(C1NCCNC1)(F)F 5-(trifluoromethyl)piperazine